2,6-diethyl-4-ethoxyphenol C(C)C1=C(C(=CC(=C1)OCC)CC)O